FC1=NC=CC=C1CN(CCOCCN(C1CCCCC1)CCC)CC1=CN(C2=CC=CC=C12)S(=O)(=O)C1=CC=CC=C1 N-(2-(2-(((2-fluoropyridin-3-yl)methyl)((1-(phenylsulfonyl)-1H-indol-3-yl)methyl)amino)ethoxy)ethyl)-N-propylcyclohexanamine